O=S1(N(C(C2=C1C=CC=C2)=O)CC(=O)O)=O (1,1-dioxido-3-oxo-1,2-benzisothiazol-2(3h)-yl)acetic acid